FC1=CC=C(C=C1)\C=C(/F)\S(=O)(=O)C1=CC=CC=C1 (E)-1-fluoro-4-[2-fluoro(2-benzenesulfonyl)vinyl]benzene